3-{4-[(2-amino-4-pyrimidinyl)oxy]-2-ethylphenyl}-1-[3-(difluoromethoxy)phenyl]-2,4-imidazolidinedione NC1=NC=CC(=N1)OC1=CC(=C(C=C1)N1C(N(CC1=O)C1=CC(=CC=C1)OC(F)F)=O)CC